ClC1=CC=C(C=C1)P(Cl)Cl p-chlorophenyl-phosphorus dichloride